2-(6-bromo-4-fluoro-1H-benzo[d]imidazol-1-yl)-5-(difluoromethyl)-1,3,4-thiadiazole BrC=1C=C(C2=C(N(C=N2)C=2SC(=NN2)C(F)F)C1)F